3-amino-N-(2-{9-amino-4-methyl-1-oxa-7-azaspiro[4.4]nonan-7-yl}-4-fluoro-5,6,7,8-tetrahydroquinolin-6-yl)-5-fluoro-6-methylthieno[2,3-b]pyridine-2-carboxamide NC1=C(SC2=NC(=C(C=C21)F)C)C(=O)NC2CC=1C(=CC(=NC1CC2)N2CC1(C(CCO1)C)C(C2)N)F